C1(=CCCCC1)N1C=2N=C(N(C(C2N=C1C1=CC=CC2=C1N(C=N2)C)=O)C2=CC=C(C=C2)OC)NC2=NC=CC=C2 9-(cyclohex-1-en-1-yl)-1-(4-methoxyphenyl)-8-(1-methyl-1H-benzo[d]imidazol-7-yl)-2-(pyridin-2-ylamino)-1,9-dihydro-6H-purin-6-one